COC=1C=C(C=CC1C)/C=C/C(=O)O (E)-3-(3-methoxy-4-methylphenyl)acrylic acid